8-((2R,4S,5R)-2,5-dimethyl-4-(3-(trifluoromethyl)phenoxy)piperidin-1-yl)-5-methyl-6-oxo-5,6-dihydro-1,5-naphthyridine-2-carbonitrile C[C@H]1N(C[C@H]([C@H](C1)OC1=CC(=CC=C1)C(F)(F)F)C)C1=CC(N(C=2C=CC(=NC12)C#N)C)=O